4-(pyrimidin-5-yl)-1H-indole-7-carboxamide N1=CN=CC(=C1)C1=C2C=CNC2=C(C=C1)C(=O)N